6-fluoro-3,4-dihydro-2H-1-benzopyran-2-methanol FC=1C=CC2=C(CCC(O2)CO)C1